NC1(CCC(CC1)C(C1CCCCC1)(C)C)N diamino-dimethyl-dicyclohexylmethane